N-(((9H-fluoren-9-yl)methoxy)carbonyl)-N-(3-aminopropyl)glycine hydrochloride Cl.C1=CC=CC=2C3=CC=CC=C3C(C12)COC(=O)N(CC(=O)O)CCCN